3-[tert-butoxycarbonyl(methyl)amino]-5-chloro-3,4-dihydro-2H-thieno[3,4-b]pyran-7-carboxylic acid C(C)(C)(C)OC(=O)N(C1CC=2C(OC1)=C(SC2Cl)C(=O)O)C